BrC1=C(N)C(=CC(=C1)C(F)(F)F)OC 2-bromo-6-methoxy-4-(trifluoromethyl)aniline